2-(2,4-Dioxotetrahydropyrimidin-1(2H)-yl)-5-((4-(6-fluoro-1H-indazol-3-yl)-3,6-dihydropyridin-1(2H)-yl)methyl)isoindoline-1,3-dione O=C1N(CCC(N1)=O)N1C(C2=CC=C(C=C2C1=O)CN1CCC(=CC1)C1=NNC2=CC(=CC=C12)F)=O